C1N(CC2=CC=CC=C12)CC1=C2CN(C(C2=C(C=C1)OCC1CCN(CC1)S(=O)(=O)C)=O)C(=O)OC(C)(C)C tert-butyl 4-(isoindolin-2-ylmethyl)-7-((1-(methylsulfonyl) piperidin-4-yl) methoxy)-1-oxoisoindoline-2-carboxylate